4-(tert-Butyl)-2-(2-(dimethylamino)naphthalen-1-yl)phenyl trifluoromethanesulfonate FC(S(=O)(=O)OC1=C(C=C(C=C1)C(C)(C)C)C1=C(C=CC2=CC=CC=C12)N(C)C)(F)F